CC=1C=C(C=CC1)CC(CC)=O 1-(3-methylphenyl)butan-2-one